ClC=1C(=C(C=CC1)NC(=O)NN=C(C1=CC=C(C=C1)N(S(=O)(=O)C)C)C1=CC=C(C=C1)Cl)C N-(3-Chloro-2-methylphenyl)-2-[(4-chlorophenyl)[4-[methyl(methylsulfonyl)amino]phenyl]-methylene]-hydrazinecarboxamide